Octadecyl-3,5-bis(1,1-dimethylethyl)-4-hydroxybenzene propionate C(CC)(=O)O.C(CCCCCCCCCCCCCCCCC)C1=CC(=C(C(=C1)C(C)(C)C)O)C(C)(C)C